C1(=CC=C(C=C1)C(=O)OOC(=O)OCCCCCCOC(=O)OOC(=O)C1=CC=C(C=C1)C)C 1,6-bis(p-toluoylperoxy-carbonyloxy)hexane